N1(N=CC=C1)C=1C=NC=2CCN(CC2C1)C=1C(=C(C=2N(N1)C(C=CN2)=O)C)C 7-(3-(1H-pyrazol-1-yl)-7,8-dihydro-1,6-naphthyridin-6(5H)-yl)-8,9-dimethyl-4H-pyrimido[1,2-b]pyridazin-4-one